C(C)(=O)NC1=NC(N([C@H]2[C@H](OC)[C@H](O)[C@@H](COC(C3=CC=CC=C3)(C3=CC=C(C=C3)OC)C3=CC=C(C=C3)OC)O2)C=C1)=O N-acetyl-5'-O-[bis(4-methoxyphenyl)phenylmethyl]-2'-O-methyl-cytidine